1,3-diallyl-1,3-disiloxetane C(C=C)[SiH]1O[SiH](C1)CC=C